Ethyl (S)-3-(1-(2-((tert-butoxycarbonyl) amino)-4-methylpentyl)-3-(ethoxycarbonyl) thioureido)-1H-pyrrole-2-carboxylate C(C)(C)(C)OC(=O)N[C@H](CN(C(=S)NC(=O)OCC)C1=C(NC=C1)C(=O)OCC)CC(C)C